tert-butyl 7-(1-((2,5-dimethyl-[1,2,4]triazolo[1,5-a]pyrimidin-6-yl)carbamoyl)-2,3-dihydro-1H-pyrrolo[2,3-b]pyridin-4-yl)-4,7-diazaspiro[2.5]octane-4-carboxylate CC1=NN2C(N=C(C(=C2)NC(=O)N2CCC=3C2=NC=CC3N3CCN(C2(CC2)C3)C(=O)OC(C)(C)C)C)=N1